4-chloro-6-(3-(3-methoxyphenyl)-1H-pyrazol-1-yl)-2-(2-(pyridin-2-yl)ethoxy)pyrimidine ClC1=NC(=NC(=C1)N1N=C(C=C1)C1=CC(=CC=C1)OC)OCCC1=NC=CC=C1